C(C1=CC=CC=C1)N1CC(=C(C=C1C=CCC)OCC1=CC=CC=C1)Br 1-benzyl-4-benzyloxy-3-bromo-6-buten-1-ylpyridin